sodium bisulfite (bisulphite) S([O-])(O)=O.S(O)(O)=O.[Na+]